ON1C(CC(CC1(C)C)OCC1CO1)(C)C 1-oxyl-4-glycidyloxy-2,2,6,6-tetramethylpiperidine